C(C1=CC=CC=C1)N(CCCCCCCCNC(OC(C)(C)C)=O)CCC#N tert-butyl N-{8-[benzyl(2-cyanoethyl)amino]octyl}carbamate